[Si](C)(C)(C(C)(C)C)OCC1=NN(C=C1)[C@@H]1CN(CCC1)C(=O)OC(C)(C)C tert-butyl (3S)-3-[3-[[tert-butyl(dimethyl)silyl]oxymethyl]pyrazol-1-yl]piperidine-1-carboxylate